2-[2-(2-tetrahydropyran-4-ylethyl)-1,3-dioxolan-2-yl]acetic acid O1CCC(CC1)CCC1(OCCO1)CC(=O)O